C[NH+]1C(N(C(C1)CC)CC)C 1,2-dimethyl-3,4-diethylimidazolinium